CC1(CCC(CC1)NCC1=CC=C(CN([C@H]2CCCC=3C=CC=NC23)C[C@@H]2N(CC3=CC=CC=C3C2)C(=O)OC(C)(C)C)C=C1)C Tert-butyl (R)-3-(((4-(((4,4-dimethylcyclohexyl)amino)methyl)benzyl)((S)-5,6,7,8-tetrahydroquinolin-8-yl)amino)methyl)-3,4-dihydroisoquinoline-2(1H)-carboxylate